NC(C(=O)NC1=CC(=CC=C1)C(=O)N1CCN(CC1)CCOC1=CC=C(C=C1)Cl)=CC1=CNC2=CC=CC=C12 (S)-2-Amino-N-(3-(4-(2-(4-chlorophenoxy)ethyl)piperazine-1-carbonyl)phenyl)-3-(1H-indol-3-yl)propenamide